1-(1-(5-methyl-1,3,4-oxadiazol-2-yl)cyclopropane-1-carbonyl)-1,8-diazaspiro[4.5]Decane-8-carboxylic acid CC1=NN=C(O1)C1(CC1)C(=O)N1CCCC12CCN(CC2)C(=O)O